3-((2-(trifluoromethyl)phenoxy)methyl)azetidine FC(C1=C(OCC2CNC2)C=CC=C1)(F)F